7-(6-amino-4-methyl-3-(trifluoromethyl)pyridin-2-yl)-8-fluoro-2-(((2R,7aS)-2-fluorohexahydro-1H-pyrrolizin-7a-yl)methoxy)pyrido[4,3-d]pyrimidin NC1=CC(=C(C(=N1)C1=C(C=2N=C(N=CC2C=N1)OC[C@]12CCCN2C[C@@H](C1)F)F)C(F)(F)F)C